ClC1=CC=C2CC3(CCN(CC3)C3=CN=C4C(=N3)NN=C4C4(CC4)C4=CC=CC=C4)[C@@H](C2=C1)N (S)-6-chloro-1'-(3-(1-phenylcyclopropyl)-1H-pyrazolo[3,4-b]pyrazin-6-yl)-1,3-dihydrospiro[indene-2,4'-piperidine]-1-amine